C1(CC1)C=1N=C(C(=NC1C)C(=O)N)NC1=CC(=CC=C1)CCNC([C@H](C)N(C(\C=C\CN(C)C)=O)C)=O (S,E)-5-cyclopropyl-3-((3-(2-(2-(4-(dimethylamino)-N-methylbut-2-enamido)propanamido)ethyl)phenyl)amino)-6-methylpyrazine-2-carboxamide